C(#N)C=1C=NN2C1N=CC=C2C=2OC=CC2 3-cyano-7-(2-furyl)-pyrazolo[1,5-a]pyrimidine